3H,4H-pyrido[2,3-d]pyrimidin-4-one N1=CNC(C2=C1N=CC=C2)=O